N1=CC=C2N1CCCN2C=2C=NC=1CCN(CC1C2)C2=NN1C(C=3CCCCC23)=NN=C1 6-(3-(6,7-dihydropyrazolo[1,5-a]pyrimidin-4(5H)-yl)-7,8-dihydro-1,6-naphthyridin-6(5H)-yl)-7,8,9,10-tetrahydro-[1,2,4]triazolo[3,4-a]phthalazine